O[C@H](COC=1C=C(C=CC1)S(=O)(=O)NC)CN[C@H]1COC2(C1)CCN(CC2)S(=O)(=O)C=2C=C1C(=NC2)NC(N1)=O 3-((S)-2-hydroxy-3-((R)-8-(2-oxo-2,3-dihydro-1H-imidazo[4,5-b]pyridine-6-sulfonyl)-1-oxa-8-azaspiro[4.5]dec-3-ylamino)propoxy)-N-methylbenzenesulfonamide